COC1=C(C(=CC=C1)OC)N1C(=NC=2C1=NC(=CN2)C(S(=O)(=O)N)C2=NC=C(C=C2)F)C2=NC(=CC=C2)OCC (1-(2,6-Dimethoxyphenyl)-2-(6-ethoxypyridin-2-yl)-1H-imidazo[4,5-b]pyrazin-6-yl)-1-(5-fluoropyridin-2-yl)methanesulfonamide